N-cyclopropyl-2-(4-cyclopropyl-6-methoxypyrimidin-5-yl)-N-(2-fluoro-4-(5-methyl-3-(trifluoromethyl)-1H-pyrazol-1-yl)benzyl)-8-methyl-7H-purin-6-amine C1(CC1)N(C1=C2NC(=NC2=NC(=N1)C=1C(=NC=NC1OC)C1CC1)C)CC1=C(C=C(C=C1)N1N=C(C=C1C)C(F)(F)F)F